1-(4-cyano-2-pyridinyl)piperidine-4-carboxylic acid methyl ester COC(=O)C1CCN(CC1)C1=NC=CC(=C1)C#N